N-phenyl-N-[(trichloromethyl)thio]-benzenesulfonamide C1(=CC=CC=C1)N(S(=O)(=O)C1=CC=CC=C1)SC(Cl)(Cl)Cl